2-bromo-4,6-dimethyl-pyridine BrC1=NC(=CC(=C1)C)C